N1(CCCCCC1)C=1N=C(C2=C(C=NNC2=O)N1)NC1=CC=C(C=C1)N1CCN(CC1)CC(CO)O 2-(azepan-1-yl)-4-((4-(4-(2,3-dihydroxypropyl)piperazin-1-yl)phenyl)amino)pyrimido[4,5-d]pyridazin-5(6H)-one